2-(1-(2,2-difluoroethyl)-1H-pyrazolo[3,4-b]pyrazin-6-yl)-8-(5-(trifluoromethyl)pyridin-2-yl)-2,8-diazaspiro[4.5]decan-7-one FC(CN1N=CC=2C1=NC(=CN2)N2CC1(CC2)CC(N(CC1)C1=NC=C(C=C1)C(F)(F)F)=O)F